5-(5-Fluoropyridin-2-yl)-1,2-dihydro-3H-pyrazol-3-one FC=1C=CC(=NC1)C1=CC(NN1)=O